(E)-2-(3-(3-(4-(trifluoromethyl)phenyl)-1H-pyrazolo[4,3-b]pyridin-1-yl)azetidine-1-carbonyl)butane-2-carbonitrile FC(C1=CC=C(C=C1)C1=NN(C=2C1=NC=CC2)C2CN(C2)C(=O)C(C)(CC)C#N)(F)F